3-fluoro-N-(5-fluoro-2-methyl-4-(1,2,3,6-tetrahydropyridin-4-yl)phenyl)-4-(1,2,3,6-tetrahydropyridin-4-yl)benzamide bistrifluoroacetic acid salt FC(C(=O)O)(F)F.FC(C(=O)O)(F)F.FC=1C=C(C(=O)NC2=C(C=C(C(=C2)F)C=2CCNCC2)C)C=CC1C=1CCNCC1